C(C)(=O)O[C@@H]1[C@H](OC(CC1)Br)COC(C)=O.C1(=CC=CC=C1)C1CCN(CC1)C(=O)C1=NNC2=C1CNCC2 (4-Phenylpiperidin-1-yl)(4,5,6,7-tetrahydro-1H-pyrazolo[4,3-c]pyridin-3-yl)methanone ((2R,3S)-3-acetoxy-6-bromotetrahydro-2H-pyran-2-yl)methyl-acetate